trans-4-(6-(dimethylamino)-5-nitro-1-oxoisoindolin-2-yl)cyclohexane-1-carbaldehyde CN(C1=C(C=C2CN(C(C2=C1)=O)[C@@H]1CC[C@H](CC1)C=O)[N+](=O)[O-])C